isopropyl-isobutyl-sulfonamide C(C)(C)NS(=O)(=O)CC(C)C